FC(C)(F)[C@@H]1C[C@@H](C=2N1N=C(N2)C(=O)N(C)OC)F cis-5-(1,1-difluoroethyl)-7-fluoro-N-methoxy-N-methyl-6,7-dihydro-5H-pyrrolo[1,2-b][1,2,4]triazole-2-carboxamide